BrC1=CC=CC2=CN(N=C12)C(CC#CBr)C1=C(C=CC(=C1)F)F 7-bromo-2-(4-bromo-1-(2,5-difluorophenyl)but-3-yn-1-yl)-2H-indazole